(Z)-8-(4-chlorophenyl)-6-hydroxy-3,6-diphenyloct-2-en-4,7-diyne-1-al ClC1=CC=C(C=C1)C#CC(C#C\C(=C/C=O)\C1=CC=CC=C1)(C1=CC=CC=C1)O